C1CC=C2C1=CC=C1C3=CC=CC(C3=CC=C21)=O 1H-cyclopenta[1,2-a]phenanthren-6-one